C(#N)C=1C=C(C=CC1OC(C)C1CC1)NC(C1=C(C=CC(=C1)B1OC(C(O1)(C)C)(C)C)F)=O N-(3-cyano-4-(1-cyclopropylethoxy)phenyl)-2-fluoro-5-(4,4,5,5-tetramethyl-1,3,2-dioxaborolan-2-yl)benzamide